CN1C(=NN=C1)CC1(CCC1)C1=CC(=NC(=C1)NCCC1=CC=NC=C1)N1C(C2=CC(=CC(=C2C1)C(F)(F)F)CNC1(CCC1)C)=O 2-(4-(1-((4-methyl-4H-1,2,4-triazol-3-yl)methyl)cyclobutyl)-6-((2-(pyridin-4-yl)ethyl)amino)pyridin-2-yl)-6-(((1-methylcyclobutyl)amino)methyl)-4-(trifluoromethyl)isoindolin-1-one